CC1(NC=CC=C1)SN1SC(=CN1)SC1(NC=CC=C1)C 2,5-di-(2'-methylpyridinylthio)-thiadiazole